ClC=1C=C(C=2N(N1)C(=CN2)C(N[C@@H](COCC2=C(C(=C(C(=C2)[N+](=O)[O-])OC)F)F)C)=O)NC([O-])=O [6-chloro-3-[[(1R)-2-[(2,3-difluoro-4-methoxy-5-nitro-phenyl)methoxy]-1-methyl-ethyl]carbamoyl]imidazo[1,2-b]pyridazin-8-yl]carbamate